1-(Pyridin-3-yl)-3-(1-(4-(2-(trifluoromethoxy)phenoxy)pyridin-2-yl)piperidin-4-yl)thiourea N1=CC(=CC=C1)NC(=S)NC1CCN(CC1)C1=NC=CC(=C1)OC1=C(C=CC=C1)OC(F)(F)F